4,4,5,5-tetramethyl-2-(2-methyl-5-((tetrahydro-2H-pyran-4-yl)methoxy)phenyl)-1,3,2-dioxaborolane CC1(OB(OC1(C)C)C1=C(C=CC(=C1)OCC1CCOCC1)C)C